(3-(1S,3R)-hydroxycyclohexyl)urea O[C@H]1C[C@H](CCC1)NC(=O)N